N-((S)-1-(4-(4-isopropyl-5-(8-methyl-[1,2,4]triazolo[1,5-a]pyridin-6-yl)-1H-pyrazol-3-yl)phenyl)ethyl)-N-methylpropanamide C(C)(C)C=1C(=NNC1C=1C=C(C=2N(C1)N=CN2)C)C2=CC=C(C=C2)[C@H](C)N(C(CC)=O)C